CC1(CCC1)CN1CCCCC1 1-((1-methylcyclobutyl)methyl)piperidin